Glycerol isostearate C(CCCCCCCCCCCCCCC(C)C)(=O)OCC(O)CO